6-methoxy-1,2,4,5-cyclohexanetetrol COC1C(C(CC(C1O)O)O)O